(6Ar,10aR)-6,6-dimethyl-3-(2-methyloctan-2-yl)-1-[(4-phenylphenyl)methoxy]-6a,7,8,10a-tetrahydrobenzo[c]chromen CC1(OC2=CC(=CC(=C2[C@H]2[C@H]1CCC=C2)OCC2=CC=C(C=C2)C2=CC=CC=C2)C(C)(CCCCCC)C)C